bis(4-amino-2-chloro-phenyl)-isophthalamide NC1=CC(=C(C=C1)C1=CC(=C(C=C1C(=O)N)C(=O)N)C1=C(C=C(C=C1)N)Cl)Cl